COC(=O)C1=CC=C2C(=CC(=NC2=C1)C1=CC(=CC=C1)C(F)(F)F)Cl 4-Chloro-2-(3-(trifluoromethyl)phenyl)quinoline-7-carboxylic acid methyl ester